ClC=1C(=C(C(=C(C1[2H])C=1NC=2C=CN=C(C2C(C1)=O)C(=O)N)C)[2H])C(C(F)(F)F)(C([2H])([2H])[2H])C 2-(5-chloro-2-methyl-4-(1,1,1-trifluoro-2-methylpropan-2-yl-3,3,3-d3)phenyl-3,6-d2)-4-oxo-1,4-dihydro-1,6-naphthyridine-5-carboxamide